(R)-8-methoxy-N-(pyrrolidin-3-yl)quinolin-5-amine hydrochloride Cl.COC1=CC=C(C=2C=CC=NC12)N[C@H]1CNCC1